2-(1-Acetyl-1,2,5,6-tetrahydropyridin-3-yl)-7-chloro-N,N-dimethyl-1H-indole-5-carboxamide C(C)(=O)N1CC(=CCC1)C=1NC2=C(C=C(C=C2C1)C(=O)N(C)C)Cl